(6-Methoxy-4-(1,4-dioxa-8-azaspiro[4.5]decan-8-yl)quinolin-3-yl)(4-(pyridin-4-yl)piperazin-1-yl)methanone COC=1C=C2C(=C(C=NC2=CC1)C(=O)N1CCN(CC1)C1=CC=NC=C1)N1CCC2(OCCO2)CC1